2-(hydroxymethylene)-5-(4-nitrophenyl)cyclohexane-1,3-dione OC=C1C(CC(CC1=O)C1=CC=C(C=C1)[N+](=O)[O-])=O